N-(3'-(2-amino-1,4,5,6-tetrahydropyrimidin-4-yl)-4'-hydroxy-2-methyl-[1,1'-biphenyl]-4-yl)-N-(4-fluorophenyl)cyclopropane-1,1-dicarboxamide NC=1NCCC(N1)C=1C=C(C=CC1O)C1=C(C=C(C=C1)N(C(=O)C1(CC1)C(=O)N)C1=CC=C(C=C1)F)C